1-([2,4'-bipyridine]-3-carbonyl)-4-(2,5-difluorobenzyl)piperidine-4-carbonitrile N1=C(C(=CC=C1)C(=O)N1CCC(CC1)(C#N)CC1=C(C=CC(=C1)F)F)C1=CC=NC=C1